C(C)(=O)C=1C=NC=CC1NC(=O)[C@@H]1CO[C@](C[C@H]1C1=C(C(=C(C=C1)F)F)OC)(C(F)(F)F)C (3S,4R,6R)-N-(3-acetylpyridin-4-yl)-4-(3,4-difluoro-2-methoxyphenyl)-6-methyl-6-(trifluoromethyl)tetrahydro-2H-pyran-3-carboxamide